C(=O)O.NC1=NN=C(C2=CC(=CC=C12)C=1C(=C(C=CC1C(F)(F)F)B(O)O)F)C [3-(1-amino-4-methylphthalazin-6-yl)-2-fluoro-4-(trifluoromethyl)phenyl]boronic Acid Formic Acid Salt